N-(3-bromo-4-fluorophenyl)-3-(1,1-difluoro-2-((1R,3s,5S)-3-hydroxy-8-azabicyclo[3.2.1]octan-8-yl)-2-oxoethyl)-4-fluorobenzamide BrC=1C=C(C=CC1F)NC(C1=CC(=C(C=C1)F)C(C(=O)N1[C@H]2CC(C[C@@H]1CC2)O)(F)F)=O